4-bromo-5-methoxy-2-(4-methoxybenzyl)pyridazin-3-one BrC=1C(N(N=CC1OC)CC1=CC=C(C=C1)OC)=O